4,4'-azobenzene oxide N(=NC1=CC2C(C=C1)O2)C2=CC=CC=C2